O[C@H](COC=1C=C(C=CC1)S(=O)(=O)NC)CNC1COC2(C1)CCN(CC2)S(=O)(=O)C=2C=C(C=CC2)C2=CC=C(C=C2)CN2CSCC2 3-((2S)-2-hydroxy-3-(8-(4'-(thiazolidine-3-ylmethyl)biphenyl-3-ylsulfonyl)-1-oxa-8-azaspiro[4.5]dec-3-ylamino)propoxy)-N-methylbenzenesulfonamide